2-(((1R)-1-(2-cyano-7-methyl-3-(5-phenyl-2-azabicyclo[2.2.1]heptan-2-yl)quinoxalin-5-yl)ethyl)amino)-benzoic acid C(#N)C1=NC2=CC(=CC(=C2N=C1N1C2CC(C(C1)C2)C2=CC=CC=C2)[C@@H](C)NC2=C(C(=O)O)C=CC=C2)C